ClC1=CC=C(C=C1)O.[C] carbon p-chlorophenol